NC1=NC(=CC(=N1)N1CCC2(CCOC(N2C2=CC(=C(C=C2)F)F)=O)CC1)O[C@@H](C(F)(F)F)C (R)-9-(2-amino-6-((1,1,1-trifluoropropan-2-yl)oxy)pyrimidin-4-yl)-1-(3,4-difluorophenyl)-3-oxa-1,9-diazaspiro[5.5]undecan-2-one